2-methyl-4,5-dichlorothiazole CC=1SC(=C(N1)Cl)Cl